1-((3S,4R)-4-(3,5-difluorophenyl)-1-(1H-pyrazol-4-yl)pyrrolidin-3-yl)-3-(3-ethoxy-4-methyl-1-phenyl-1H-pyrazol-5-yl)urea FC=1C=C(C=C(C1)F)[C@H]1[C@@H](CN(C1)C=1C=NNC1)NC(=O)NC1=C(C(=NN1C1=CC=CC=C1)OCC)C